ClC1=CC=C(C=C1)C=1C=C(C(N(N1)C1=CC(=CC=C1)F)=O)C(=O)NCC(C(=O)O)(C)C 3-({[6-(4-chlorophenyl)-2-(3-fluorophenyl)-3-oxo-2,3-dihydropyridazin-4-yl]carbonyl}amino)-2,2-dimethylpropanoic acid